C1(CCCC1)OC=1C=C(C=CC1OC)C1=CC(=CC=C1)C1=CB(OC1)O 4-(3'-(cyclopentyloxy)-4'-methoxy-[1,1'-biphenyl]-3-yl)-1,2-oxaborole-2(5H)-ol